(6-aminopyridine-2-yl) (1-methylpiperidine-4-yl) ketone dihydrochloride Cl.Cl.CN1CCC(CC1)C(=O)C1=NC(=CC=C1)N